8-bis(2-methoxyethyl)aminocarbonyl-N-o-fluorophenylacetyl-1,3,4,9-tetrahydro-beta-carboline COCCN(C(=O)C=1C=CC=C2C=3CCN(CC3NC12)C(CC1=C(C=CC=C1)F)=O)CCOC